C(C)C=1C(=C(C(=C(C1C)C)CC)CC)CC Tetraethyl-1,2-xylene